1,6-bis(3-pyridyl)hexane tert-butyl-8-(2,2-dimethyl-1,3-dioxan-5-yl)-2,8-diazaspiro[4.5]decane-2-carboxylate C(C)(C)(C)OC(=O)N1CC2(CC1)CCN(CC2)C2COC(OC2)(C)C.N2=CC(=CC=C2)CCCCCCC=2C=NC=CC2